C(C)(C)(C)N(C(=O)C=1C2=C(N(N1)C1=CC(=CC(=C1)OC)OC)C=1C=C(C(=CC1OC2)OC)C2=NN(C=C2C(N)=O)C)C N-tert-butyl-8-(4-carbamoyl-1-methyl-1H-pyrazol-3-yl)-1-(3,5-dimethoxyphenyl)-7-methoxy-N-methyl-1,4-dihydrochromeno[4,3-c]pyrazole-3-carboxamide